C(C)(C)(C)OC(=O)N[C@H](C(=O)O)CCOC=1C(=NC=CC1)[N+](=O)[O-] (2S)-2-{[(tert-butoxy)carbonyl]amino}-4-[(2-nitropyridin-3-yl)oxy]butanoic acid